FC(OC=1C=CC(=NC1)N[C@@H]1C[C@H](CC1)NC1=NC=C(C=C1)[N+](=O)[O-])F (1S,3S)-N1-(5-(difluoromethoxy)pyridin-2-yl)-N3-(5-nitropyridin-2-yl)cyclopentane-1,3-diamine